sodium 5-methyl-8-hydroxyquinoline-3-sulfonate CC1=C2C=C(C=NC2=C(C=C1)O)S(=O)(=O)[O-].[Na+]